[N+](=O)([O-])C1=CC=C2C=CC3=CC=CC4=CC=C1C2=C34 L-1-nitropyrene